F[C@@H]1CN(CC1)CCC=O 3-((S)-3-fluoropyrrolidin-1-yl)propan-1-one